2-(5-((3-(Cyclopropylmethyl)-2,4,5-trioxoimidazolidin-1-yl)methyl)-1,2,4-oxadiazol-3-yl)-N-phenylacetamide C1(CC1)CN1C(N(C(C1=O)=O)CC1=NC(=NO1)CC(=O)NC1=CC=CC=C1)=O